4-methoxy-4'-tert-butylDibenzoylmethane CC(C)(C)C1=CC=C(C=C1)C(=O)CC(=O)C2=CC=C(C=C2)OC